2-ISOCYANOBUTANE [N+](#[C-])C(C)CC